IC=1C=C(C=CC1OC)C(CCCCCC=O)=O (3-iodo-4-methoxyphenyl)heptane-1,7-dione